(3S,7aS)-3-(ethoxymethyl)tetrahydro-1H-pyrrolizine C(C)OC[C@@H]1CCC2=CCCN12